2-((tert-butoxycarbonyl) amino)-4-methoxycyclohexane-1-carboxylate C(C)(C)(C)OC(=O)NC1C(CCC(C1)OC)C(=O)[O-]